N,N-dimethylbutylamine copper [Cu].CN(C)CCCC